O[C@@H]1C[C@H]2[C@@H]3CCC([C@@]3(C)CC[C@@H]2[C@]2(CCC(CC12)CCCC(=O)O)C)=O 4-(6beta-hydroxy-17-keto-androstan-3-yl)butyric acid